IC1=NN(C2=CC=C(C(=C12)OC)C(C(F)(F)F)C)C 3-Iodo-4-methoxy-1-methyl-5-(1,1,1-trifluoropropan-2-yl)-1H-indazole